CC1=C[C@H]([C@@H](CC1)C(=C)C)C1=C(C=C(C=C1O)CCC(CC)C)O 2-[(1R,6R)-3-methyl-6-(prop-1-en-2-yl)cyclohex-2-en-1-yl]-5-(3-methylpentyl)benzene-1,3-diol